ethyl (S)-3-amino-3-(2',6,6'-trimethylbiphenyl-3-yl)propanoate N[C@@H](CC(=O)OCC)C=1C=C(C(=CC1)C)C1=C(C=CC=C1C)C